C[C@H]1CCC(=NC1)C=1C=CC2=C(N=C(S2)C23CN(C(CC2)CC3)C)C1 (S)-5-(5-methyl-3,4,5,6-tetrahydropyridin-2-yl)-2-(2-methyl-2-azabicyclo[2.2.2]octan-4-yl)benzo[d]thiazole